ethyl-6-(2-bromophenyl)-3-(((2-(4-(2-hydroxyethyl)piperazin-1-yl)ethyl)amino)methylene)-2,4-dioxocyclohexane-1-carboxylate C(C)OC(=O)C1C(C(C(CC1C1=C(C=CC=C1)Br)=O)=CNCCN1CCN(CC1)CCO)=O